C/C/1=C/2\\[C@@]([C@@H](C(=N2)/C=C\\3/C([C@@H](C(=N3)/C(=C\\4/[C@]([C@H]([C@@H]([N-]4)[C@]5([C@@]([C@@H](C1=N5)CCC(=O)N)(C)CC(=O)N)C)CC(=O)N)(C)CCC(=O)NC[C@@H](C)OP(=O)(O)O[C@@H]6[C@H](O[C@@H]([C@@H]6O)N7C=NC8=C7C=CC(=C8)O)CO)/C)CCC(=O)N)(C)C)CCC(=O)N)(C)CC(=O)N.[Co] The molecule is cobamide in which 5-hydroxy-1H-benzimidazole is attached by a glycosyl link from its N-1 to the C-1 of the ribose moiety. It has a role as a cofactor. It is a conjugate acid of a 5-hydroxybenzimidazolylcob(I)amide(1-).